FC=1C=C2C=C(N(C2=CC1)C1CCN(CC1)[C@@H]1CC[C@@H](CC1)C(C)C)CNC(OCC1=CC=CC=C1)=O benzyl ((5-fluoro-1-(1-(cis-4-isopropylcyclohexyl)piperidin-4-yl)-1H-indole-2-yl)methyl)carbamate